ClC=1C=C2C(=CC1Cl)NC([C@]21CN(CC1)C(=O)C1CNCC1O)=O (3S)-5,6-dichloro-1'-[4-hydroxypyrrolidine-3-carbonyl]-1H-spiro[indol-3,3'-pyrrolidin]-2-one